CC1(N(C(OC1)=O)C1=NC=CC2=C(C(=C(C(=C12)C1=CC=CC=C1)C1=CC=CC=C1)C1=CC=CC=C1)C1=CC=CC=C1)C 4,4-dimethyl-3-(5,6,7,8-tetraphenyl-1-isoquinolyl)-2-oxazolidinone